tert-butyl 4-(3-((5-(trifluoromethyl)pyridin-2-yl)oxy)pyrazin-2-yl)-3,6-dihydropyridine-1(2H)-carboxylate FC(C=1C=CC(=NC1)OC=1C(=NC=CN1)C=1CCN(CC1)C(=O)OC(C)(C)C)(F)F